levulinyl phosphate P(=O)(OC(CCC(=O)C)=O)([O-])[O-]